tert-Butyl ((1-(6-(trifluoromethyl)pyridin-3-yl)-1H-pyrazol-4-yl)methyl)carbamate FC(C1=CC=C(C=N1)N1N=CC(=C1)CNC(OC(C)(C)C)=O)(F)F